C(C)(C)(C)OC(=O)N1C2CN(CC1CC2)C2=NC(=CC1=C2CNC1=O)N(C)C(C)C 3-(6-(isopropyl(methyl)amino)-1-oxo-2,3-Dihydro-1H-pyrrolo[3,4-c]pyridin-4-yl)-3,8-diazabicyclo[3.2.1]octane-8-carboxylic acid tert-butyl ester